C(C1=CC=CC=C1)OC1=C(C=C(C=N1)CC1=NC(=NC=C1)C=1C=NN(C1)C)OC 4-[(6-Benzyloxy-5-methoxy-3-pyridinyl)methyl]-2-(1-methylpyrazol-4-yl)pyrimidine